3-(5-ethoxy-6-fluoro-1-oxoisoindolin-2-yl)piperidine-2,6-dione C(C)OC=1C=C2CN(C(C2=CC1F)=O)C1C(NC(CC1)=O)=O